NCC=1N=NN(C1)CCOCCOC12CC3(CC(C[C@H](C1)C3)C2)N(C(OC(C)(C)C)=O)CC(=O)N2[C@@H](CCC2)C#N tert-butyl ((1S,3R,5S)-3-(2-(2-(4-(aminomethyl)-1H-1,2,3-triazol-1-yl)ethoxy)ethoxy)adamantan-1-yl)(2-((S)-2-cyanopyrrolidin-1-yl)-2-oxoethyl)carbamate